N-(3'-(1,1-dioxido-4-oxo-1,2,5-thiadiazolidin-2-yl)-2'-fluoro-4'-hydroxy-[1,1'-biphenyl]-4-yl)-2,2-difluorocyclopropane-1-carboxamide O=S1(N(CC(N1)=O)C=1C(=C(C=CC1O)C1=CC=C(C=C1)NC(=O)C1C(C1)(F)F)F)=O